perhydropyrrole N1CCCC1